BrC1=CC=NN1C1=CC(N(C=C1)C)=O 4-(5-bromo-1H-pyrazol-1-yl)-1-methylpyridin-2(1H)-one